S1C=CC=2CN[C@@H](CC21)CO (S)-(4,5,6,7-tetrahydrothieno[3,2-c]pyridin-6-yl)methanol